(1R,2S,5S)-3-(7-chloro-4-fluoro-1H-indole-2-carbonyl)-6,6-dimethyl-N-((S)-1-oxo-3-((S)-2-oxopyrrolidin-3-yl)propan-2-yl)-3-azabicyclo[3.1.0]hexane-2-carboxamide ClC=1C=CC(=C2C=C(NC12)C(=O)N1[C@@H]([C@H]2C([C@H]2C1)(C)C)C(=O)N[C@H](C=O)C[C@H]1C(NCC1)=O)F